2-(1-((R)-2-(((1S,3R)-3-hydroxycyclohexyl)oxy)-2-phenylethyl)-5-methyl-6-(oxazol-2-yl)-2,4-dioxo-1,2-dihydrothieno[2,3-d]pyrimidin-3(4H)-yl)-2-methylpropanoic acid O[C@H]1C[C@H](CCC1)O[C@@H](CN1C(N(C(C2=C1SC(=C2C)C=2OC=CN2)=O)C(C(=O)O)(C)C)=O)C2=CC=CC=C2